N-[(1S)-2-[[1-[(1S)-1-(5-fluoro-2-oxo-1H-pyridin-3-yl)ethyl]pyrazol-4-yl]amino]-1-(4-methylcyclohexyl)-2-oxo-ethyl]-2-isopropyl-pyrazole-3-carboxamide FC=1C=C(C(NC1)=O)[C@H](C)N1N=CC(=C1)NC([C@H](C1CCC(CC1)C)NC(=O)C=1N(N=CC1)C(C)C)=O